S1C(=CC=C1)CC(=O)O 2-thiopheneacetic acid